6-(3-chloro-1-isopropyl-1H-indazol-5-ylmethoxy)-3,4-dihydro-2H-naphthalen ClC1=NN(C2=CC=C(C=C12)COC=1C=C2CCCCC2=CC1)C(C)C